C(C)C1=CC=C(C=C1)CCCCC1=CC2=C([C@@H]3[C@@H](S2)C(CCC3)=O)C=C1 (4aR,9bR)-7-(4-(4-ethylphenyl)butyl)-1,2,3,9b-tetrahydrodibenzo[b,d]thiophen-4(4aH)-one